2-({[7-(pyridin-3-yl)naphthalen-1-yl]amino}methyl)prop-2-enenitrile N1=CC(=CC=C1)C1=CC=C2C=CC=C(C2=C1)NCC(C#N)=C